2-{[2-carboxy-5-(4,4-dimethylpiperidin-1-yl)phenyl]carbamoyl}-5-hydroxybenzene C(=O)(O)C1=C(C=C(C=C1)N1CCC(CC1)(C)C)NC(=O)C1=CC=C(C=C1)O